5-(benzo[d][1,3]dioxin-5-yl)pent-4-enal O1COCC2=C1C=CC=C2C=CCCC=O